FC=1C=CC(=NC1C)C1=NNC=C1C=1N=C2C=C(C=NC2=CC1)N1C[C@H](CC1)N(C)C (3S)-1-[6-[3-(5-fluoro-6-methyl-2-pyridyl)-1H-pyrazol-4-yl]-1,5-naphthyridin-3-yl]-N,N-dimethyl-pyrrolidin-3-amine